C(C)(=O)OC(=CC1C2=CC=CC=C2OC=2C=CC=CC12)C1=CC=C(C=C1)Br 1-(4-bromophenyl)-2-(9H-xanthen-9-yl)vinyl acetate